N-(1-(methyl-d3)-3-(((2R,3S)-2-methyloxetan-3-yl)oxy)-1H-pyrazol-4-yl)formamide C(N1N=C(C(=C1)NC=O)O[C@@H]1[C@H](OC1)C)([2H])([2H])[2H]